COC(CC1CCN(CC1)C(=O)[C@H]1NCCOC1)=O.CC1=CC2=C(C3=CC=CC=C3C(=C2C=C1)OCC1=CC2=CC=CC=C2C=C1)OCC1=CC2=CC=CC=C2C=C1 2-methyl-9,10-bis(2-naphthylmethoxy)anthracene methyl-(S)-2-(1-(morpholine-3-carbonyl)piperidin-4-yl)acetate